ClC1=C(C=CC=C1)CC(=O)NC1=CC2=C(NC(=N2)C2=CC=CC=C2)C(=C1)S(N)(=O)=O 2-(2-chlorophenyl)-N-(2-phenyl-7-sulfamoyl-1H-benzo[d]imidazol-5-yl)acetamide